4-(8-Bromo-3-nitroquinolin-4-yl)morpholine BrC=1C=CC=C2C(=C(C=NC12)[N+](=O)[O-])N1CCOCC1